4-Chloro-1-(4-(4-methoxyphenylethoxy)phenethyl)-6-(trifluoromethyl)-1H-benzo[d]imidazole ClC1=CC(=CC=2N(C=NC21)CCC2=CC=C(C=C2)OCCC2=CC=C(C=C2)OC)C(F)(F)F